Benzyl 5-[(2R,3R,4R,5R,6R)-3-acetamido-4,5-diacetoxy-6-(acetoxymethyl)tetrahydro-pyran-2-yl]oxypentanoate C(C)(=O)N[C@H]1[C@@H](O[C@@H]([C@@H]([C@@H]1OC(C)=O)OC(C)=O)COC(C)=O)OCCCCC(=O)OCC1=CC=CC=C1